(R)-(4-bromophenyl)-ethylene oxide BrC1=CC=C(C=C1)[C@@H]1CO1